CC1=NC(=NC=C1)NC1CCC(CC1)OC1=C2C=CC=NC2=CC(=N1)N1CCOCC1 4-methyl-N-((1s,4s)-4-((7-morpholino-1,6-naphthyridin-5-yl)oxy)cyclohexyl)pyrimidin-2-amine